C(C)N1C=C(C=C1)C(=O)NCC#CC=1N(C2=CC=CC(=C2C1)N[C@H]1[C@H](CN(CC1)C)F)CC(F)(F)F 1-ethyl-N-[3-(4-{[(3S,4R)-3-fluoro-1-methylpiperidin-4-yl]amino}-1-(2,2,2-trifluoroethyl)-1H-indol-2-yl)prop-2-yn-1-yl]-1H-pyrrole-3-carboxamide